5-(phenoxymethyl)-1,3,4-oxadiazol-2(3H)-one O(C1=CC=CC=C1)CC1=NNC(O1)=O